COC=1C=CC(=NC1)C(=O)N1CC2=C(N=C(N=C2)C2=NC=CC=C2)CC1 (5-methoxy-2-pyridinyl)-[2-(2-pyridinyl)-7,8-dihydro-5H-pyrido[4,3-d]pyrimidin-6-yl]methanone